1-(4-[(2,6-difluorophenyl)carbamoyl]-2-fluoro-5-{[(2S)-1,1,1-trifluoropropan-2-yl]oxy}phenyl)-4-ethyl-N,N-dimethyl-5-oxo-4,5-dihydro-1H-1,2,4-triazole-3-carboxamide FC1=C(C(=CC=C1)F)NC(=O)C1=CC(=C(C=C1O[C@H](C(F)(F)F)C)N1N=C(N(C1=O)CC)C(=O)N(C)C)F